C(C#C)N1C(=CC2=CC=CC=C12)C N-propargyl-2-methylindole